di-tert-butyl-(2',4',6'-triisopropyl-3-methoxy-6-methyl-[1,1'-biphenyl]) C(C)(C)(C)C=1C(=C(C(=C(C1C(C)C)C1=CC(=CC=C1C)OC)C(C)C)C(C)(C)C)C(C)C